CN1C(=NC2=C(C1=O)C=NC=C2)C dimethylpyrido[4,3-d]pyrimidin-4(3H)-one